O=C(/C=C/C1(CC1)N1C(C2=CC=CC=C2C1=O)=O)C1=CC=C(C=C1)C(F)(F)F (E)-2-(1-(3-oxo-3-(4-(trifluoromethyl)phenyl)prop-1-en-1-yl)cyclopropyl)isoindoline-1,3-dione